COC(CCC(=O)C=1SC(=C(C1)Br)C)=O 4-(4-bromo-5-methylthiophen-2-yl)-4-oxobutanoic acid methyl ester